CC1=NC(=CC=C1O[C@@H]1C[C@H](CCC1)C(=O)O)C=1N=NN(C1NC(=O)OC(CC)CC)C (1S,3S)-3-((2-methyl-6-(1-methyl-5-(((pentan-3-yloxy)carbonyl)amino)-1H-1,2,3-triazol-4-yl)pyridin-3-yl)oxy)cyclohexane-1-carboxylic acid